C12C([C@@H]3CC(C31)C2)C=2C=C(C=CC2)B(O)O (3-((3R,5S,6r)-tricyclo[3.1.1.03,6]heptan-2-yl)phenyl)boronic acid